(5-(2-nitrophenyl)-2-(4-(trifluoromethyl)phenyl)Oxazol-4-yl)(piperazin-1-yl)methanone [N+](=O)([O-])C1=C(C=CC=C1)C1=C(N=C(O1)C1=CC=C(C=C1)C(F)(F)F)C(=O)N1CCNCC1